OC1=CC=C(C=C1)C(C)(CCCC)C1=CC=C(C=C1)O 2,2-bis(4-hydroxyphenyl)hexane